methyl 3-bromo-2-(bromomethyl)-4-chlorobenzoate BrC=1C(=C(C(=O)OC)C=CC1Cl)CBr